FC1=C2C3(C(N(C2=CC=C1)CC(=O)O)=O)CC(C3)OC3=CC=C1C(=N3)C=NN1C1OCCCC1 2-[4'-fluoro-2'-oxo-3-(1-tetrahydropyran-2-ylpyrazolo[4,3-b]pyridin-5-yl)oxy-spiro[cyclobutane-1,3'-indoline]-1'-yl]acetic acid